NC1=C(C(N(C(=N1)N1CCC2(C[C@H](C[C@H]2N)C)CC1)C)=O)C1=CC=CC=C1 6-amino-2-((1R,3R)-1-amino-3-methyl-8-azaspiro[4.5]decan-8-yl)-3-methyl-5-phenylpyrimidin-4(3H)-one